BrC1=C(C=CC=C1OC)CCC(CCC1=C(C(=CC=C1)OC)Br)=O 1,5-bis(2-bromo-3-methoxyphenyl)-3-pentanone